C(C)C1=C(C=CC(=C1)OC)C(=O)OC(CO)CO 2-(2-ethyl-4-methoxyphenyl)formyloxy-1,3-propanediol